ClC1=CC(=C(N)C=C1)C#CC1=CC=CC=C1 4-chloro-2-(phenylethynyl)aniline